[[4-Amino-5-[4-(difluoromethoxy)benzoyl]thiazol-2-yl]-[6-(difluoromethoxy)-3-pyridyl]amino]propanamid NC=1N=C(SC1C(C1=CC=C(C=C1)OC(F)F)=O)N(C=1C=NC(=CC1)OC(F)F)C(C(=O)N)C